(1-methylhexahydropyridin-4-yl)methanamine CN1CCC(CC1)CN